N1(N=NC2=C1C=CC=C2)O[P]N2CCCC2 benzotriazol-1-yl-oxypyrrolidinyl-phosphorus